5-pyrimidinylboronic acid N1=CN=CC(=C1)B(O)O